2-bromo-5-cyclopropyl-4-(4-(thiophen-2-yl)phenyl)thiazole BrC=1SC(=C(N1)C1=CC=C(C=C1)C=1SC=CC1)C1CC1